ClC=1SC(=CN1)C1=NC2=CC=C(C=C2C(=C1)OCC)NC(=O)C1COC1 N-(2-(2-Chlorothiazol-5-yl)-4-ethoxyquinolin-6-yl)oxetan-3-carboxamide